rel-(2R,3S,4S,5R)-3-(3,4-difluoro-2-methoxyphenyl)-4,5-dimethyl-N-(2-(methylsulfinyl)pyridin-4-yl)-5-(trifluoromethyl)tetrahydrofuran-2-carboxamide FC=1C(=C(C=CC1F)[C@H]1[C@@H](O[C@]([C@H]1C)(C(F)(F)F)C)C(=O)NC1=CC(=NC=C1)S(=O)C)OC |o1:8,9,11,12|